4,5-dimethylcyclohexane-1,2-dicarboxylic anhydride CC1CC2C(CC1C)C(=O)OC2=O